C1(CC1)C1=NC=CC(=C1)C1=NOC(=N1)CNC(OC(C)(C)C)=O tert-butyl N-[[3-(2-cyclopropyl-4-pyridyl)-1,2,4-oxadiazol-5-yl]methyl]carbamate